pentyltetrazine C(CCCC)C=1N=NN=NC1